CCC#CC(C)C1(C(=NC(=O)N(C1=O)C)[O-])CC=C The molecule is the cation resulting from the removal of a proton from the N(3) position of methohexital. It is a conjugate base of a methohexital.